FC1=C(C=CC(=C1)F)C1=CC=C(C=C1)CC(=O)N1CC2(OCCO2)C[C@H]1C(=O)O (S)-7-(2-(2',4'-difluoro-[1,1'-biphenyl]-4-yl)acetyl)-1,4-dioxa-7-azaspiro[4.4]nonane-8-carboxylic acid